C(C1=CC=CC=C1)O[C@@](C(=O)NN)(CCCCC[C@H](C)O[Si](C1=CC=CC=C1)(C1=CC=CC=C1)C(C)(C)C)C(F)(F)F (2R,8S)-2-(Benzyloxy)-8-((tert-butyldiphenylsilyl)oxy)-2-(trifluoromethyl)nonanehydrazide